BrC1=C(C=C(C=C1)SCC(OCC)OCC)F 2-[(4-bromo-3-fluorophenyl)thio]-1,1-diethoxyethane